2,2-dimethyl-4-oxo-3,8,11,14-tetraoxa-5-aza-hexadecan-16-yl 4-methylbenzenesulfonate CC1=CC=C(C=C1)S(=O)(=O)OCCOCCOCCOCCNC(OC(C)(C)C)=O